C(N)(=O)C=1C=C(C=CC1)[C@@H]1N(C[C@H](CC1)C)C(C(=O)NC=1C=C(C=NC1)C(=O)N)=O |r| rac-5-{2-[(2R,5S)-2-(3-carbamoylphenyl)-5-methylpiperidin-1-yl]-2-oxoacetamido}pyridine-3-carboxamide